OC1=CC=C(CN2NC(C3=CC=CC=C23)=O)C=C1 1-(4-hydroxybenzyl)-1,2-dihydro-3H-indazol-3-one